FC(C(C)(C)O)(F)C=1C(=C(C=CC1)[C@@H](C)NC=1C2=C(N=C(N1)C)N=CC(=C2)N2CCN(CC2)C(C)=O)F 1-{4-[4-({(1R)-1-[3-(1,1-difluoro-2-hydroxy-2-methylpropyl)-2-fluorophenyl]ethyl}amino)-2-methylpyrido[2,3-d]pyrimidin-6-yl]piperazin-1-yl}ethan-1-one